(E)-2-cyano-N-isobutyl-3-(4-(naphthalen-1-yl)thiophen-2-yl)acrylamide C(#N)/C(/C(=O)NCC(C)C)=C\C=1SC=C(C1)C1=CC=CC2=CC=CC=C12